ClC1=C(C=C(C=C1)NC1=NC=NC2=CC(=C(C=C12)OC1CCN(CC1)C(C=C)=O)OC)CO 1-(4-((4-((4-chloro-3-(hydroxymethyl)phenyl)-amino)-7-methoxy-quinazolin-6-yl)oxy)-piperidin-1-yl)prop-2-en-1-one